tert-Butyl 5-((1S,4R,5R)-5-((5-cyclopropyl-3-(2,6-dichlorophenyl)isoxazol-4-yl)methoxy)-3-oxo-2-azabicyclo[2.2.1]heptan-2-yl)-3-fluoropicolinate C1(CC1)C1=C(C(=NO1)C1=C(C=CC=C1Cl)Cl)CO[C@H]1[C@@H]2C(N([C@H](C1)C2)C=2C=C(C(=NC2)C(=O)OC(C)(C)C)F)=O